tert-Butyl (S)-5-amino-5-oxo-4-(1-oxo-5-(((1R,2S)-2-((4-(trifluoromethyl)cyclohexyl) amino)cyclohexyl)methyl)isoindolin-2-yl)pentanoate NC([C@H](CCC(=O)OC(C)(C)C)N1C(C2=CC=C(C=C2C1)C[C@@H]1[C@H](CCCC1)NC1CCC(CC1)C(F)(F)F)=O)=O